[N+](=O)([O-])C=1C=C(SC1SC1=CC=NC=C1)C(C)=O 1-[4-nitro-5-(pyridin-4-ylsulfanyl)thiophen-2-yl]ethan-1-one